CNC(=O)C1CN(C1)CC1=CC=C(C=C1)N(CCCCCC(C)C)C N-methyl-1-(4-(methyl(6-methylheptyl)amino)benzyl)azetidine-3-carboxamide